(phenyldibenzofuranyl)biphenyl C1(=CC=CC=C1)C1=C(C2=C(OC3=C2C=CC=C3)C=C1)C1=C(C=CC=C1)C1=CC=CC=C1